rac-(8-fluoro-7-methyl-1,4-dioxaspiro[4.5]dec-8-en-7-yl)methylamine FC=1[C@@](CC2(OCCO2)CC1)(C)CN |r|